oxa-azabicyclo[3.2.0]heptane N12OCCC2CC1